CC(C#CC=1C=C(C=C2C(=NNC12)N)C1=CC(=NC=C1)NC1COCC1)(C)C 7-(3,3-Dimethylbut-1-yn-1-yl)-5-(2-((tetrahydrofuran-3-yl)amino)pyridin-4-yl)-1H-indazol-3-amine